C(#N)C1=CC=2N(N=C1)C(=CC2)C(=O)NC2=CC1=CN(N=C1C=C2C(C)(C)O)C21CCC(CC2)(CC1)N1CCNCC1 3-cyano-N-(6-(2-hydroxy-prop-2-yl)-2-(4-(piperazin-1-yl)bicyclo[2.2.2]oct-1-yl)-2H-indazol-5-yl)pyrrolo[1,2-b]pyridazine-7-carboxamide